BrC=1C(=CC(=C(C1)C1=CC(=NC=C1C(=O)NC=1SC(=NN1)OC)C)OC)[S@@](=O)C (S)-4-(5-bromo-2-methoxy-4-(methylsulfinyl)phenyl)-N-(5-methoxy-1,3,4-thiadiazol-2-yl)-6-methylnicotinamide